CN(C(=O)N(C1=CC=C(C=C1)C)C)C1=CC=2OC(C(=CC2S1)C(=O)O)=O 2-(1,3-dimethyl-3-(p-tolyl)ureido)-5-oxo-5H-thieno[3,2-b]pyran-6-carboxylic acid